FC=1C=C(C#N)C=CC1OCCOC1=NC(=CC=C1)C1=CC=NN1C 3-fluoro-4-(2-((6-(1-methyl-1H-pyrazol-5-yl)pyridin-2-yl)oxy)ethoxy)benzonitrile